4,4'-dimethoxy-3,6'-diaminobiphenyl COC1=C(C=C(C=C1)C1=CC=C(C=C1N)OC)N